(9Z)-15-(5-methyl-3,4-dihydro-2H-quinoxalin-1-yl)-2,5,6,13,19,20-hexazatetracyclo[11.6.2.13,6.017,21]docosa-1(19),3(22),4,9,15,17,20-heptaen-14-one CC1=C2NCCN(C2=CC=C1)C=1C(N2CC\C=C/CCN3N=CC(NC4=NC=C(C1)C2=N4)=C3)=O